(4-(8-(2-bromophenethyl)-7-(sec-butyl)-2,6-dioxo-1-(prop-2-yn-1-yl)-1,2,6,7-tetrahydro-3H-purin-3-yl)butyl)phosphonic acid BrC1=C(CCC2=NC=3N(C(N(C(C3N2C(C)CC)=O)CC#C)=O)CCCCP(O)(O)=O)C=CC=C1